(6-fluoro-2-methoxyquinolin-4-yl)methanone FC=1C=C2C(=CC(=NC2=CC1)OC)C=O